ClC1=CC(=C(COC2=NC=3CN(CCC3C=C2C2CC2)CC2=NC=3C(=NC=C(C3)C(N)=NO)N2CC2OCC2)C=C1)F 2-((2-((4-chloro-2-fluorobenzyl)oxy)-3-cyclopropyl-5,8-dihydro-1,7-naphthyridin-7(6H)-yl)methyl)-N'-hydroxy-3-(oxetan-2-ylmethyl)-3H-imidazo[4,5-b]pyridine-6-carboximidamide